1,2,4-trifluorophenylbenzene FC1(C(C=C(C=C1)F)F)C1=CC=CC=C1